1-(3-(2,4-difluorophenoxy)-1,6-naphthyridin-7-yl)ethan-1-one FC1=C(OC=2C=NC3=CC(=NC=C3C2)C(C)=O)C=CC(=C1)F